4-(4-(4-chloro-7,7-dimethyl-5-oxo-5,7-dihydroindolo[1,2-a]quinazolin-10-yl)piperidin-1-yl)butanoic acid ClC=1C=2C(N=C3N(C2C=CC1)C1=CC(=CC=C1C3(C)C)C3CCN(CC3)CCCC(=O)O)=O